C(C)(C)C1(CC2=CC=C(C=C2C1)[N+](=O)[O-])N1C(NC(C1)C(F)(F)F)=O 1-(2-isopropyl-5-nitro-2,3-dihydro-1H-inden-2-yl)-4-(trifluoromethyl)imidazolidin-2-one